N-(3-chloro-4-fluorophenyl)-N-(4-(5-(difluoromethyl)-1,3,4-oxadiazol-2-yl)-2-fluorobenzyl)-2-(4-(1-(methylsulfonyl)azetidin-3-yl)piperazin-1-yl)ethane-1-sulfonamide ClC=1C=C(C=CC1F)N(S(=O)(=O)CCN1CCN(CC1)C1CN(C1)S(=O)(=O)C)CC1=C(C=C(C=C1)C=1OC(=NN1)C(F)F)F